FCCCN1CC(C1)CC1=CC=C(C=C1)C1=C(CCCC2=C1C=CC=C2)C=2C=NC(=CC2)OC 9-(4-((1-(3-Fluoropropyl)azetidin-3-yl)methyl)phenyl)-8-(6-methoxypyridin-3-yl)-6,7-dihydro-5H-benzo[7]annulen